O=C1NC2=C(C=CC=C2C1=O)OC(C)=O acetic acid-2,3-dioxo-2,3-dihydro-1H-indol-7-yl ester